C(C1=CC=CC=C1)(C1=CC=CC=C1)C1=C(N)C(=CC(=C1)C(C)C)C(C1=CC=CC=C1)C1=CC=CC=C1 2,6-di(benzhydryl)-4-isopropylaniline